IC=1C=C(COC2=CC=C(C3=C2OCO3)CN[C@H](C(=O)N)C)C=CC1 (S)-2-{[7-(3-iodobenzyloxy)benzo[d][1,3]dioxol-4-yl]methylamino}propanamide